BrC=1C=C(C=CC1C)NC(C=C)=O N-(3-bromo-4-methyl-phenyl)prop-2-enamide